2,2-dimethyl-7-(1-methyl-1H-imidazol-2-yl)-1,2-dihydroquinoline CC1(NC2=CC(=CC=C2C=C1)C=1N(C=CN1)C)C